(1s,2s)-N,N'-dibenzylcyclohexane-1,2-diamine C(C1=CC=CC=C1)N[C@@H]1[C@H](CCCC1)NCC1=CC=CC=C1